8-methoxy-4-(pyridin-4-yl)quinoline COC=1C=CC=C2C(=CC=NC12)C1=CC=NC=C1